4-bromo-7-fluoro-2,3-dihydro-1λ6-benzothiophene-1,1-dione BrC1=CC=C(C2=C1CCS2(=O)=O)F